C(C(=C)C)(=O)OCCOCCOC(C(=C)C)=O di(2-methacryloxy ethyl) ether